(R)-2-((S)-2-amino-N-benzylpropionamido)butanoic acid methyl ester hydrogen chloride Cl.COC([C@@H](CC)N(C([C@H](C)N)=O)CC1=CC=CC=C1)=O